FC(C1=CC=C(C=C1)C1=CC2=C(N=CNC2=O)C=N1)(F)F 6-(4-(trifluoromethyl)phenyl)pyrido[3,4-d]pyrimidin-4(3H)-one